pentacontanethiol C(CCCCCCCCCCCCCCCCCCCCCCCCCCCCCCCCCCCCCCCCCCCCCCCCC)S